C(CCCCCCCCCCC)S[Sn](CCCC)(CCCC)SCCCCCCCCCCCC di(dodecyl-thio)dibutyl-tin